Cl.COC=1C=C2C(=NC1)CC1(CCNCC1)C2N 3-methoxyspiro[5,7-dihydro-cyclopenta[b]pyridin-6,4'-piperidin]-5-amine hydrochloride